1-(2-(benzyloxy)-4-(trifluoromethyl)phenyl)-N-((3R)-1-(2-((tetrahydro-2H-pyran-2-yl)oxy)ethyl)piperidin-3-yl)pyrrolo[1,2-d][1,2,4]triazin-4-amine C(C1=CC=CC=C1)OC1=C(C=CC(=C1)C(F)(F)F)C=1C=2N(C(=NN1)N[C@H]1CN(CCC1)CCOC1OCCCC1)C=CC2